OC(C(=O)C=1SC=CC1)C=1SC=CC1 2-hydroxy-1,2-bis(thien-2-yl)ethane-1-one